NC1=NC=2C=C(C(=CC2C2=C1COC2)C(=O)N(C)[C@@H]2COCC1=C2C=CC(=C1F)C(F)(F)F)Cl 4-amino-7-chloro-N-((4S)-8-fluoro-7-(trifluoromethyl)-3,4-dihydro-1H-2-benzopyran-4-yl)-N-methyl-1,3-dihydrofuro[3,4-c]-quinoline-8-carboxamide